2-(1-Diisopropoxyphosphorylindol-3-yl)-N,N-dimethyl-ethanamine C(C)(C)OP(=O)(OC(C)C)N1C=C(C2=CC=CC=C12)CCN(C)C